O=C(CCCC(=O)OCCCCCCCC)CCCCCC octyl 5-oxoundecanoate